6-(2-hydroxy-2-methylpropoxy)-4-(6-(3-(6-methoxynicotinyl)-3,6-diazabicyclo[3.1.1]hept-6-yl)pyridin-3-yl)pyrazolo[1,5-a]pyridine-3-carbonitrile OC(COC=1C=C(C=2N(C1)N=CC2C#N)C=2C=NC(=CC2)N2C1CN(CC2C1)CC1=CN=C(C=C1)OC)(C)C